OC1(C(N(C2=CC=CC=C12)C=1C=C(C=O)C=CC1)=O)C 3-(3-hydroxy-3-methyl-2-oxoindolin-1-yl)benzaldehyde